(3S,4S)-1-[4-({8-[(2R,3S)-3-[(ethanesulfonyl)meth-yl]-2-methylazetidin-1-yl]-5-(propan-2-yl)-2,7-naphthyridin-3-yl}amino)pyrimidin-2-yl]-4-methoxypiperidin-3-ol C(C)S(=O)(=O)C[C@@H]1[C@H](N(C1)C=1N=CC(=C2C=C(N=CC12)NC1=NC(=NC=C1)N1C[C@@H]([C@H](CC1)OC)O)C(C)C)C